FC=1C=C(C(NC1)=O)C(C)NC=1C=CC=2N(N1)C(=CN2)C=2N=NN(C2)CCO 5-fluoro-3-(1-((3-(1-(2-hydroxyethyl)-1H-1,2,3-triazol-4-yl)imidazo[1,2-b]pyridazin-6-yl)amino)ethyl)pyridin-2-one